ClC=1C=C(C(=C2C(N(CC12)C1C(NC(CC1)=O)=O)=O)F)CNC(OCC1=NN2C(CCCC2)=C1)=O (4,5,6,7-tetrahydropyrazolo[1,5-a]pyridin-2-yl)methyl ((7-chloro-2-(2,6-dioxopiperidin-3-yl)-4-fluoro-3-oxoisoindolin-5-yl)methyl)carbamate